methyl 7-((dimethylamino)methyl)-2-methyl-8-(naphthalen-1-ylmethyl)-6-oxo-9-(3-(trifluoromethyl)phenyl)-3,4-dihydro-2H,6H-pyrido[1,2-e][1,2,5]thiadiazine-4-carboxylate 1,1-dioxide CN(C)CC1=C(C(=C2N(C(CN(S2(=O)=O)C)C(=O)OC)C1=O)C1=CC(=CC=C1)C(F)(F)F)CC1=CC=CC2=CC=CC=C12